((6-Bromo-7-fluoronaphthalene-1,3-diyl)bis(oxy))bis(tert-butyldimethylsilane) BrC=1C=C2C=C(C=C(C2=CC1F)O[Si](C)(C)C(C)(C)C)O[Si](C)(C)C(C)(C)C